C1(CC1)N1CC2(C1)CC(C2)N2CCC(CC2)C=2C=C(C=1N(C2)C=C(N1)C1=CC(=C(C=C1)OC)OC)C 6-(1-(2-cyclopropyl-2-azaspiro[3.3]heptan-6-yl)piperidin-4-yl)-2-(3,4-dimethoxyphenyl)-8-methylimidazo[1,2-a]pyridine